tert-butyl 2-(4-(7-carbamoyl-6-methoxybenzo[d]imidazo[2,1-b]thiazol-2-yl)-3-fluorophenyl)pyrrolidine-1-carboxylate C(N)(=O)C1=CC2=C(N3C(S2)=NC(=C3)C3=C(C=C(C=C3)C3N(CCC3)C(=O)OC(C)(C)C)F)C=C1OC